ClC=1C(=C(C=CC1)S(=O)(=O)Cl)C 3-chloro-2-methylbenzenesulfonyl chloride